trans-7-isopropoxy-2-(1-methyl-2-oxabicyclo[2.1.1]hex-4-yl)-N-(1-(2-methylcyclopropyl)-2-oxo-1,2-dihydropyridin-3-yl)imidazo[1,2-a]pyridine-6-carboxamide C(C)(C)OC1=CC=2N(C=C1C(=O)NC=1C(N(C=CC1)[C@H]1[C@@H](C1)C)=O)C=C(N2)C21COC(C2)(C1)C